(5-(5-(2-(cyclopropanecarboxamido)benzo[d]thiazol-7-yl)-4-hydroxy-2-methoxyphenyl)furan-2-yl)phosphonic acid C1(CC1)C(=O)NC=1SC2=C(N1)C=CC=C2C=2C(=CC(=C(C2)C2=CC=C(O2)P(O)(O)=O)OC)O